C(C)C(CN1C=C(C(C=C1O)=O)O)CCCC N-(2-ethylhexyl)-3,6-dihydroxypyridin-4-one